nitrobenzo[c][1,2,5]thiadiazole [N+](=O)([O-])C1=CC=CC2=NSN=C21